C(C)[C@H]1N(C[C@@H](N(C1)C1=NC(N(C=2N1N=C(C2)CC#N)C)=O)C)C(CC)C2=NC=1N(C=C2)N=C(C1)C 2-(4-((2S,5R)-5-ethyl-2-methyl-4-(1-(2-methylpyrazolo[1,5-a]pyrimidin-5-yl)propyl)piperazin-1-yl)-1-methyl-2-oxo-1,2-dihydropyrazolo[1,5-a][1,3,5]triazin-7-yl)acetonitrile